N-(4-(7-(1-methyl-1H-pyrazol-4-yl)imidazo[1,2-c]pyrimidin-5-yl)benzyl)-5-(1-methylcyclopropyl)-1,2,4-oxadiazole-3-carboxamide CN1N=CC(=C1)C1=CC=2N(C(=N1)C1=CC=C(CNC(=O)C3=NOC(=N3)C3(CC3)C)C=C1)C=CN2